C(C)(C)(C)OC(=O)NC1=CC=C(C(=N1)C=1C(=CC2=C(N(C(N=C2N2[C@H](CN(CC2)C(=O)OC(C)(C)C)C)=O)C2=C(C=CC=C2)C(C)C)N1)Cl)Cl (S)-tert-Butyl 4-(7-(6-((tert-butoxycarbonyl)amino)-3-chloropyridin-2-yl)-6-chloro-1-(2-isopropylphenyl)-2-oxo-1,2-dihydropyrido[2,3-d]pyrimidin-4-yl)-3-methylpiperazine-1-carboxylate